methyl 5-((4-(((trans)-2-cyanocyclopentyl)amino)-5-methylpyrimidin-2-yl)amino)-2-(5,5-dimethyl-1,3,2-dioxaborinan-2-yl)benzoate C(#N)[C@H]1[C@@H](CCC1)NC1=NC(=NC=C1C)NC=1C=CC(=C(C(=O)OC)C1)B1OCC(CO1)(C)C